8-cyclopropyl-6-(2,4-dimethoxypyrimidin-5-yl)-2-(pyridin-3-yl)imidazo[1,2-b]pyridazine C1(CC1)C=1C=2N(N=C(C1)C=1C(=NC(=NC1)OC)OC)C=C(N2)C=2C=NC=CC2